[N+](=O)([O-])C1=CC=CC2=C1C(=NS2)N nitro-1,2-benzothiazol-3-amine